COC=1C(=NN(C1)C)[C@@H](C(C)(C)C)N (R)-1-(4-methoxy-1-methyl-1H-pyrazol-3-yl)-2,2-dimethylpropan-1-amine